C(CCC)(=O)OC=1C(=NC=CC1OC)C(N[C@H](C(=O)NN=C(C1=CC=C(C=C1)C(C)C)C1=CC=C(C=C1)C(C)C)C)=O (S)-2-((1-(2-(bis(4-isopropylphenyl)methylene)hydrazineyl)-1-oxopropan-2-yl)carbamoyl)-4-methoxypyridin-3-yl butyrate